N-(4-methoxy-3-(4-(trifluoromethyl)benzyl)phenyl)-1-methyl-5-oxopyrrolidine-2-carboxamide COC1=C(C=C(C=C1)NC(=O)C1N(C(CC1)=O)C)CC1=CC=C(C=C1)C(F)(F)F